NC1=C(SC(=C1)C1=C(C=NC=C1)F)C(=O)N 3-amino-5-(3-fluoropyridin-4-yl)thiophene-2-carboxamide